2-methyl-oxirane CC1OC1